COC=1N=C2C(=C3C(=NC2=CC1COCCN1CCCC1)CCCC3)NCCC 2-methoxy-N-propyl-3-{[2-(pyrrolidin-1-yl)ethoxy]methyl}-6H,7H,8H,9H-cyclohexa[b]1,5-naphthyridin-10-amine